2-((S)-1-((Z)-2-fluoro-3-(thiazol-2-yl)acryloyl)-4-(8-fluoro-7-(8-chloronaphthalen-1-yl)-2-(((S)-1-methylpyrrolidin-2-yl)methoxy)quinazolin-4-yl)piperazin-2-yl)acetonitrile F\C(\C(=O)N1[C@H](CN(CC1)C1=NC(=NC2=C(C(=CC=C12)C1=CC=CC2=CC=CC(=C12)Cl)F)OC[C@H]1N(CCC1)C)CC#N)=C/C=1SC=CN1